C(C)(C)(C)OC(=O)N1C(COCC1)C#CC(=O)O 3-(4-(tert-butoxycarbonyl)morpholin-3-yl)propiolic acid